ClC=1N=C2C(=NC(N(C2=NC1C1=C(C=CC=C1)F)C1=C(C=CC=C1)C(C)C)=O)N1[C@H](CN(CC1)C(C=C)=O)C 6-chloro-7-(2-fluorophenyl)-4-((2S)-2-methyl-4-(2-propenoyl)-1-piperazinyl)-1-(2-(2-propanyl)phenyl)-2(1H)-pteridinone